CC=1C=C2C(C=C(OC2=C(C1)C(C)NC1=C(C(=O)O)C=CC=C1)C1=CC=C(C=C1)S(=O)(=O)C)=O 2-[1-[6-Methyl-2-(4-methylsulfonylphenyl)-4-oxo-chromen-8-yl]ethylamino]benzoic acid